P(O)(=O)(OP(=O)(O)OP(=O)(O)O)OC[C@@H]1[C@H](C[C@@H](O1)N1C(=S)N=C(N)C=C1)O 2-thio-2'-deoxycytidine-5'-triphosphate